N-(3,4-dichlorophenyl)-N-((5-(5-(difluoromethyl)-1,3,4-oxadiazol-2-yl)pyridin-2-yl)methyl)ethanesulfonamide ClC=1C=C(C=CC1Cl)N(S(=O)(=O)CC)CC1=NC=C(C=C1)C=1OC(=NN1)C(F)F